6-{4-[(6-methoxypyridin-3-yl)oxy]piperidin-1-yl}-5-methyl-N-(1H-1,2,3-triazol-5-ylmethyl)pyridazine-3-carboxamide COC1=CC=C(C=N1)OC1CCN(CC1)C1=C(C=C(N=N1)C(=O)NCC1=CN=NN1)C